2-(2-Ethoxyethoxy)ethyl ((((2R,3S,4R,5R)-5-(4-aminopyrrolo[2,1-f][1,2,4]triazin-7-yl)-5-cyano-3,4-dihydroxytetrahydrofuran-2-yl)methoxy)(phenoxy)phosphoryl)-L-alaninate NC1=NC=NN2C1=CC=C2[C@]2([C@@H]([C@@H]([C@H](O2)COP(=O)(OC2=CC=CC=C2)N[C@@H](C)C(=O)OCCOCCOCC)O)O)C#N